BrC1=C(C=C(C(=O)NC2=CC=C(C=C2)S(=O)(=O)N2C(CCCC2)C)C=C1)I 4-bromo-3-iodo-N-(4-((2-methylpiperidin-1-yl)sulfonyl)phenyl)benzamide